4-(2-amino-2-methylpropionyl)-N-(1-(3-(1-(aminomethyl)-3-azabicyclo[3.1.0]hex-3-yl)chroman-7-yl)-2-oxo-1,2-dihydropyrimidin-4-yl)piperazine-1-carboxamide hydrochloride Cl.NC(C(=O)N1CCN(CC1)C(=O)NC1=NC(N(C=C1)C1=CC=C2CC(COC2=C1)N1CC2(CC2C1)CN)=O)(C)C